ClC1=CC(=C(C=C1)N1N=NC(=C1CN1N=CC(=CC1=O)C1=CC=C(C=C1)OC)C)F 2-((3-(4-chloro-2-fluoro-phenyl)-5-methyl-triazol-4-yl)methyl)-5-(4-methoxyphenyl)pyridazin-3-one